((3R,5s)-5-(methoxymethyl)pyrrolidin-3-yl)-1,3,4-oxadiazole-2-carboxamide TFA salt OC(=O)C(F)(F)F.COC[C@@H]1C[C@H](CN1)C1=NN=C(O1)C(=O)N